C(C)OC(=O)[C@H]1[C@H]2CC[C@@H](CN1C(N(C1=CC=CC=C1)C1=CC=CC=C1)=O)N2C([C@@H](CC2=CC=CC=C2)N(C)C)=O (1R,2R,5S)-8-((R)-2-(dimethylamino)-3-phenylpropionyl)-3-(diphenylcarbamoyl)-3,8-diazabicyclo[3.2.1]octane-2-carboxylic acid ethyl ester